(3aR,5R,6S,6aR)-6-(benzyloxy)-5-((benzyloxy)methyl)-5-(fluoromethyl)-2,2-dimethyltetrahydrofuro[2,3-d][1,3]dioxole C(C1=CC=CC=C1)O[C@@H]1[C@@](O[C@@H]2OC(O[C@@H]21)(C)C)(CF)COCC2=CC=CC=C2